3-Chloro-4-((triisopropylsilyl)ethynyl)-1H-pyrrolo[2,3-b]pyridine-5-carboxamide ClC1=CNC2=NC=C(C(=C21)C#C[Si](C(C)C)(C(C)C)C(C)C)C(=O)N